NC=1C(=CC=C2C=CN=CC12)C#N 8-amino-7-cyanoisoquinolin